C1(=CC=CC=C1)C1(C=CC2=C(O1)C1=CC(=CC=C1C=C2C(=O)O)OC)C2=CC=CC=C2 2,2-diphenyl-5-hydroxycarbonyl-9-methoxy-2H-naphtho[1,2-b]pyran